2-(5-chloro-1H-indol-1-yl)ethan-1-amin hydrochloride Cl.ClC=1C=C2C=CN(C2=CC1)CCN